(5-{[2-(4-chlorophenyl)imidazo[1,2-a]pyrimidin-3-yl]methyl}-2,5-diazabicyclo[2.2.2]oct-2-yl)-(2-fluorophenyl)methanone ClC1=CC=C(C=C1)C=1N=C2N(C=CC=N2)C1CN1C2CN(C(C1)CC2)C(=O)C2=C(C=CC=C2)F